α,α'-diamino-o-xylene NCC=1C(=CC=CC1)CN